O1C(=CC=C1)C1=CC=C(C=C1)CNC(=O)C1N(C(CN(C1)CC=1SC=CN1)C)C(C(C)C)=O N-{[4-(furan-2-yl)phenyl]methyl}-6-methyl-1-(2-methylpropanoyl)-4-[(1,3-thiazol-2-yl)methyl]piperazine-2-carboxamide